N'-((2-(difluoromethyl)-6,7-dihydro-5H-cyclopenta[b]pyridin-4-yl)carbamoyl)-2-(2-hydroxypropan-2-yl)thiazole-5-sulfonimidamide FC(C1=CC(=C2C(=N1)CCC2)NC(=O)N=S(=O)(N)C2=CN=C(S2)C(C)(C)O)F